COC(CCSC)=O.FC(OC1=C(C(=O)NCC2=NNC(=N2)C2=C(C=CC(=C2)F)OC)C=CC=N1)F 2-(difluoromethoxy)-N-((5-(5-fluoro-2-methoxyphenyl)-1H-1,2,4-triazol-3-yl)methyl)nicotinamide methyl-3-(methylmercapto)propionate